FC=1C=C(C=C2CCN(C12)C(CC=1C(=NC=CC1)C)=O)C1=CC(=NC=C1)NC1=CC=NN1C 1-(7-fluoro-5-(2-((1-methyl-1H-pyrazol-5-yl)amino)pyridin-4-yl)indolin-1-yl)-2-(2-methylpyridin-3-yl)ethan-1-one